(3R)-N-{5-[2-chloro-5-(propan-2-yl)phenyl]-1H-indazol-3-yl}piperidine-3-carboxamide hydrochloride Cl.ClC1=C(C=C(C=C1)C(C)C)C=1C=C2C(=NNC2=CC1)NC(=O)[C@H]1CNCCC1